CN1N=C2N=CC(=CC2=C1)C1=CC=C2C(=N1)SC(=C2)[C@H](O)[C@H]2CN(CC2)C (R)-(6-(2-methyl-2H-pyrazolo[3,4-b]pyridin-5-yl)thieno[2,3-b]pyridin-2-yl)((3R)-1-methyl-3-pyrrolidinyl)methanol